Methyl 4-(5-hydroxy-6-methoxybenzo[b]thiophene-2-yl)-2-methyl-4-oxobutanoate OC1=CC2=C(SC(=C2)C(CC(C(=O)OC)C)=O)C=C1OC